magnesium strontium thiogermanate [GeH](=S)[O-].[Sr+2].[Mg+2].[GeH](=S)[O-].[GeH](=S)[O-].[GeH](=S)[O-]